FC1(C[C@@H](N(CC1)C(=O)OCC1=CC=CC=C1)C1=CC=C(C=C1)OC(F)(F)F)F Benzyl (R)-4,4-difluoro-2-(4-(trifluoromethoxy)phenyl)piperidine-1-carboxylate